C(CC1=CC=CC=C1)N1CCNCC1 4-(phenethyl)piperazine